2-(3-(methylsulfonyl)benzoyl)-2-azaspiro[3.3]heptane-1-carboxamide CS(=O)(=O)C=1C=C(C(=O)N2C(C3(C2)CCC3)C(=O)N)C=CC1